(2-chloroacetyl)-4-((5-(3-methoxynaphthalen-1-yl)furan-2-yl)methyl)-1-thia-4,8-diazaspiro[4.5]Decan-3-one ClCC(=O)C1SC2(N(C1=O)CC=1OC(=CC1)C1=CC(=CC3=CC=CC=C13)OC)CCNCC2